ClSC=1C=CC(=CC1)C(C#N)=C1CCN(CC1)C(=O)N1CCC(CC1)OCC 2-(5-Chlorothiobenzene-2-yl)-2-(1-(4-ethoxypiperidine-1-carbonyl)piperidin-4-ylidene)acetonitrile